C1(CCCCC1)[C@H](C)N1C(C=CC2=C1N=C(N=C2)N[C@@H](C)C2=CC=C(C=C2)CN2CC(CCC2)(F)F)=O 8-[(1S)-1-Cyclohexylethyl]-2-{[(1S)-1-{4-[(3,3-difluoropiperidin-1-yl)methyl]phenyl}ethyl]amino}-pyrido[2,3-d]pyrimidin-7(8H)-on